4-(4-(2-(5-amino-8-(furan-2-yl)-1-methyl-2-oxo-1H-pyrazolo[5,1-i]purin-3(2H)-yl)ethyl)piperazin-1-yl)-N-methylbenzamide NC=1N2C(C=3N(C(N(C3N1)CCN1CCN(CC1)C1=CC=C(C(=O)NC)C=C1)=O)C)=CC(=N2)C=2OC=CC2